2-((3-methyl-4-phenoxybenzoyl)glycyl)-2-azabicyclo[3.1.0]hexane-3-carboxylic acid CC=1C=C(C(=O)NCC(=O)N2C3CC3CC2C(=O)O)C=CC1OC1=CC=CC=C1